METHYL-3,4-DIHYDRO-2H,17'H-SPIRO[NAPHTHALENE-1,24'-[8,12,22]TRIOXA[15]THIA[1,16]DIAZAPENTACYCLO[16.7.2.17,11.03,6.021,26]OCTACOSA[18,20,26]TRIEN]-17'-ONE 15',15'-DIOXIDE CC1N2CC3(COC4=CC=C(C(NS(CCOC5CCOC(C6CCC16)C5)(=O)=O)=O)C=C24)CCCC2=CC=CC=C23